(8-Amino-3,4-dihydroisoquinolin-2(1H)-yl)(2-(cyclohexylmethoxy)-4,6-dihydroxy-3-methylphenyl)methanone NC=1C=CC=C2CCN(CC12)C(=O)C1=C(C(=C(C=C1O)O)C)OCC1CCCCC1